C(#N)C=1NC2=C(C=CC=C2C1C1=CC=C(C=C1)S(=O)(=O)N(C)C)C(C)C 4-(2-cyano-7-isopropyl-1H-indol-3-yl)-N,N-dimethylbenzenesulfonamide